6,8-bis(benzylthio)octanamide C(C1=CC=CC=C1)SC(CCCCC(=O)N)CCSCC1=CC=CC=C1